NC1=C(C(=NN1C1(CC1)C)C1=CC=C(C=C1)C(C(=O)NC1=CC(=NO1)C12CC(C1)(C2)C)C)C#N 2-[4-[5-Amino-4-cyano-1-(1-methylcyclopropyl)pyrazol-3-yl]phenyl]-N-(3-[3-methylbicyclo[1.1.1]pentan-1-yl]-1,2-oxazol-5-yl)propanamide